FC(C)(F)C1=NC(=NC(=C1)OC)N [4-(1,1-difluoroethyl)-6-methoxy-pyrimidin-2-yl]amine